(E)-3-fluoro-4-(N-(2-methoxy-5-(4-(4-(4-oxopent-2-enoyl)piperazin-1-yl)quinazolin-4-yl)pyridin-3-yl)sulfamoyl)benzoic acid FC=1C=C(C(=O)O)C=CC1S(NC=1C(=NC=C(C1)C1(NC=NC2=CC=CC=C12)N1CCN(CC1)C(\C=C\C(C)=O)=O)OC)(=O)=O